5,5'-bis(1H-1,2,4-triazol-1-yl)-[1,1'-biphenyl]-3,3'-dicarboxylic acid N1(N=CN=C1)C=1C=C(C=C(C1)C1=CC(=CC(=C1)N1N=CN=C1)C(=O)O)C(=O)O